tert-Butyl (S)-{1-[2-(6-[3-hydroxyprop-1-yn-1-yl]benzo[d]isoxazol-3-yl)phenyl]-2-(pyridine-2-yl)ethyl}carbamate OCC#CC1=CC2=C(C(=NO2)C2=C(C=CC=C2)[C@H](CC2=NC=CC=C2)NC(OC(C)(C)C)=O)C=C1